ClC=1C=C(N=NC1)C=1C(=NC(=NC1)OC)OC 5-(5-chloropyridazin-3-yl)-2,4-dimethoxy-pyrimidine